2,4,6-tris(3,5-di-t-butyl-4-hydroxyphenylpropyl)-1,3,5-triazine C(C)(C)(C)C=1C=C(C=C(C1O)C(C)(C)C)CCCC1=NC(=NC(=N1)CCCC1=CC(=C(C(=C1)C(C)(C)C)O)C(C)(C)C)CCCC1=CC(=C(C(=C1)C(C)(C)C)O)C(C)(C)C